C(C)(C)(C)OC(=O)N1[C@H](CCCC1)C(=O)NNC(=O)[C@H]1N2C(N([C@H](CC1)C2)OCC2=CC=CC=C2)=O.COC(=O)C2CCN(CC2)C=2C=CC=NC2 5-(4-methoxyformylpiperidin-1-yl)pyridin tert-butyl-(2R)-2-[(2-{[(2S,5R)-6-benzyloxy-7-oxo-1,6-diazabicyclo[3.2.1]oct-2-yl]carbonyl}hydrazinyl)carbonyl]piperidine-1-carboxylate